C(C)N1CCCC12CCN(CC2)C(=O)OC(C)(C)C tert-Butyl 1-ethyl-1,8-diazaspiro[4.5]decane-8-carboxylate